C1=CC=C(C=2OC3=C(C21)C=CC=C3)C=3C=C2C=CN(C2=CC3)C3=NC(=NC(=N3)C3=CC=CC=C3)C3=CC=CC=C3 5-(dibenzo[b,d]furan-4-yl)-1-(4,6-diphenyl-1,3,5-triazin-2-yl)-1H-indole